methyl 3-[[1-(1-cyano-1-methylethyl)-3-methyl-pyrazol-4-yl]amino]-5-cyclopropyl-6-(3-methylimidazo[4,5-c]pyridin-7-yl)pyrazine-2-carboxylate C(#N)C(C)(C)N1N=C(C(=C1)NC=1C(=NC(=C(N1)C1CC1)C=1C2=C(C=NC1)N(C=N2)C)C(=O)OC)C